(1S,2R,3S)-2-ethyl-N-[6-[(3R,4R)-4-(4-fluoro-3-methyl-tetrahydrofuran-3-yl)piperazin-1-yl]-7-methyl-3-isoquinolyl]-3-(1-methylpyrazol-4-yl)cyclopropanecarboxamide C(C)[C@H]1[C@@H]([C@H]1C=1C=NN(C1)C)C(=O)NC=1N=CC2=CC(=C(C=C2C1)N1CCN(CC1)[C@@]1(COC[C@@H]1F)C)C